C1(=CC=CC=C1)C(CCCOB([O-])[O-])(C1=CC=CC=C1)C1=CC=CC=C1.C[N+](CCCC1=CC=CC=C1)(C)CCCCCCCCCCCCCCCC.C[N+](C)(CCCC1=CC=CC=C1)CCCCCCCCCCCCCCCC N,N-dimethyl-N-(3-phenylpropyl)hexadecyl-ammonium triphenylbutylborate